N-cyanoazepane-1-carboximidamide C(#N)NC(=N)N1CCCCCC1